1-(3-phenylpropyl)-2-(trifluoromethyl)-1H-pyrrole-3-carboxylic acid C1(=CC=CC=C1)CCCN1C(=C(C=C1)C(=O)O)C(F)(F)F